3-(ortho-aminophenyl)-2-hydroxypyridine NC1=C(C=CC=C1)C=1C(=NC=CC1)O